N-(2-hydroxyethyl)-N'-(2-sulfoethyl)piperazine OCCN1CCN(CC1)CCS(=O)(=O)O